(±)-N-(4-chloro-3-(trifluoromethyl)phenyl)-6,7,8,9-tetrahydro-5H-5,8-epiminocyclohepta[d]-pyrimidine-10-carboxamide ClC1=C(C=C(C=C1)NC(=O)N1C2CCC1CC=1N=CN=CC12)C(F)(F)F